C(C)(=O)OC1=C(C=C(C=C1)\C=C/1\C(NC2=C(S1)C=CC(=C2)S(=O)(=O)CC2=C(C=CC=C2C)C)=O)[N+](=O)[O-] (Z)-4-((6-((2,6-dimethylbenzyl)sulfonyl)-3-oxo-3,4-dihydro-2H-benzo[b][1,4]thiazin-2-ylidene)methyl)-2-nitrophenyl acetate